1-((1r,4r)-4-((5-(1-(2,2-difluoroethyl)-2-methyl-1H-imidazo[4,5-b]pyrazin-6-yl)-4-(methylamino)-7H-pyrrolo[2,3-d]pyrimidin-2-yl)amino)-1-methylcyclohexyl)pyrrolidin-2-one FC(CN1C(=NC=2C1=NC(=CN2)C2=CNC=1N=C(N=C(C12)NC)NC1CCC(CC1)(C)N1C(CCC1)=O)C)F